1-(7-(8-ethyl-7-fluoro-3-hydroxynaphthalen-1-yl)-8-fluoro-2-(((2R,7aS)-2-fluorotetrahydro-1H-pyrrolizin-7a(5H)-yl)methoxy)pyrido[4,3-d]pyrimidin-4-yl)azetidin C(C)C=1C(=CC=C2C=C(C=C(C12)C1=C(C=2N=C(N=C(C2C=N1)N1CCC1)OC[C@]12CCCN2C[C@@H](C1)F)F)O)F